C(C)(C)(C)OC(=O)N1CCC(=CC1)C=1C=C(C=2N(C1)C=C(N2)C2=CC(=C(C=C2)OC)F)C 4-(2-(3-fluoro-4-methoxyphenyl)-8-methylimidazo[1,2-a]pyridin-6-yl)-3,6-dihydropyridine-1(2H)-carboxylic acid tert-butyl ester